tert-butyl (S)-((5-((1-chloro-4-oxo-3-(((5,6,7,8-tetrahydronaphthalen-2-yl)methyl)amino)-4,6,7,8-tetrahydropyrrolo[1,2-a]pyrazine-6-carboxamido)methyl)thiophen-2-yl)methyl)carbamate ClC1=C2N(C(C(=N1)NCC1=CC=3CCCCC3C=C1)=O)[C@@H](CC2)C(=O)NCC2=CC=C(S2)CNC(OC(C)(C)C)=O